CN(CC(=O)NC1CCC(CC1)NC=1N=CC2=C(N1)C(=NC(=C2)[C@@H](C)O)NCC(C)(C)C)C 2-(dimethylamino)-N-((1R,4r)-4-((6-((R)-1-hydroxyethyl)-8-(neopentylamino)pyrido[3,4-d]pyrimidin-2-yl)amino)cyclohexyl)acetamide